C1(CC1)NC1=C2N=CN(C2=NC=N1)[C@H]1[C@@H]([C@@H]([C@H](O1)COCP(O)(O)=O)O)O [(2R,3S,4R,5R)-5-[6-(cyclopropylamino)-purin-9-yl]-3,4-dihydroxy-tetrahydro-furan-2-yl]methoxy-methylphosphonic acid